3-(pyridin-3-ylmethyl)-1-{4-[(pyridin-3-ylmethyl)sulfamoyl]phenyl}urea N1=CC(=CC=C1)CNC(NC1=CC=C(C=C1)S(NCC=1C=NC=CC1)(=O)=O)=O